bis(6-bromobiphenyl-3-yl)-(biphenyl-4-yl)amine BrC1=CC=C(C=C1C1=CC=CC=C1)N(C1=CC=C(C=C1)C1=CC=CC=C1)C=1C=C(C(=CC1)Br)C1=CC=CC=C1